C(C)(=O)O[C@H](C1=CC(=CC(=C1)OC(C)=O)OC(C)=O)CNC(C)(C)C |r| (±)-α-[(Tert-butylamino)methyl]-3,5-diacetyloxybenzyl alcohol acetate